3-trifluoromethyl-2,2-dimethylpropane-1-ol FC(CC(CO)(C)C)(F)F